4,5,7-trimethyl-2,3-dithia-5,7-diazabicyclo[2.2.2]octane-6,8-dione CC12SSC(C(N1C)=O)N(C2=O)C